NC1=NC(=NS1)C1=C2C=CC(=NC2=CC=C1)C(=O)NS(=O)(=O)C1=NC(=CC=C1OC)C(C)(C)C 5-(5-amino-1,2,4-thiadiazol-3-yl)-N-((6-(tert-butyl)-3-methoxypyridin-2-yl)sulfonyl)quinoline-2-carboxamide